2-(4-chlorophenyl)-10-(naphthalen-2-yl)phenanthrene ClC1=CC=C(C=C1)C1=CC=2C(=CC3=CC=CC=C3C2C=C1)C1=CC2=CC=CC=C2C=C1